(d)-2-(2-(azetidin-3-ylidene)-4-pentenyl)isoindoline-1,3-dione N1CC(C1)=C(CN1C(C2=CC=CC=C2C1=O)=O)CC=C